C(C)OC(CCCC1=C(C=CC=C1)O)CCCCC (4-ethoxy)nonylphenol